C(C)N([C@@H](CCSC)C(=O)O)C1=NC2=C(C(=CC=C2C(=C1)N1C=NC=C1)Cl)Cl ethyl-(7,8-dichloro-4-(1H-imidazol-1-yl)quinolin-2-yl)methionine